(R)-2-methyl-5,7-dihydrospiro[cyclopenta[b]pyridin-6,4'-piperidin]-5-amine dihydrochloride Cl.Cl.CC1=CC=C2C(=N1)CC1(CCNCC1)[C@H]2N